methyl (3S)-6-(tert-butoxycarbonylamino)-3-(9H-fluoren-9-ylmethoxycarbonylamino)hexanoate C(C)(C)(C)OC(=O)NCCC[C@@H](CC(=O)OC)NC(=O)OCC1C2=CC=CC=C2C=2C=CC=CC12